ClC1=CC=C(C=C1)C=1C=C2C(C(=C(C3(N2C1)CCCCC3)O)C(=O)OC)=O Methyl 2'-(4-chlorophenyl)-6'-hydroxy-8'-oxo-8'H-spiro[cyclohexane-1,5'-indolizine]-7'-carboxylate